(E)-methyl 3-(4-(((2-(2-(dimethylamino)ethyl)-1,3-dioxo-2,3-dihydro-1H-benzo[de]isoquinolin-5-yl)amino)methyl)phenyl)-1-methyltriaz-2-ene-1-carboxylate CN(CCN1C(C2=CC=CC=3C2=C(C1=O)C=C(C3)NCC3=CC=C(C=C3)/N=N/N(C(=O)OC)C)=O)C